CS(=O)(=O)C=1C=C(C(=O)N2C(NCC2C(=O)N)=O)C=CC1 3-(3-(methylsulfonyl)benzoyl)-2-oxo-4-imidazolidinecarboxamide